5-(3,8-diazabicyclo[3.2.1]octan-3-yl)-2-(2,4-dioxotetrahydropyrimidine-1(2H)-yl)isoindoline-1,3-dione C12CN(CC(CC1)N2)C=2C=C1C(N(C(C1=CC2)=O)N2C(NC(CC2)=O)=O)=O